(S)-3-(4-fluoro-2',5,6'-trimethyl-[1,1'-biphenyl]-3-yl)-3-((S)-2-(3-(2-(3-(fluoromethyl)azetidin-1-yl)ethyl)-5-methyl-6-oxopyridazin-1(6H)-yl)-4-ethyl valerylamino)propionate FC1=C(C=C(C=C1C)C1=C(C=CC=C1C)C)[C@H](CC(=O)[O-])NC([C@H](CC(C)CC)N1N=C(C=C(C1=O)C)CCN1CC(C1)CF)=O